OC1=CC=C(C(=O)NNC(N)=S)C=C1 2-(4-hydroxybenzoyl)hydrazine-1-thiocarboxamide